isoquinoline-5-sulfonyl chloride hydrogen chloride Cl.C1=NC=CC=2C(=CC=CC12)S(=O)(=O)Cl